Cl.N[C@H](C(=O)NC=1SC(=CN1)C(COC)N1C(C=CC(=C1)Cl)=C=O)[C@@H]1CC[C@H](CC1)C (2S)-2-amino-N-(5-(1-(5-chloro-2-carbonylpyridin-1(2H)-yl)-2-methoxyethyl)thiazol-2-yl)-2-((trans)-4-methylcyclohexyl)acetamide hydrochloride